C(C)(C)(C)C=1C=C(C=C(C1C(=O)O)C(C)(C)C)C(C(=O)O)C (3,5-di-tert-butyl-4-carboxyphenyl)propionic acid